S1C2=C(C=C1)C=C(C=C2)CNC(=O)C2CN(CCC2)C=2C=1C(N=CN2)=NN(C1)C1=CC(=C(C=C1)C(F)(F)F)F N-(benzo[b]thiophen-5-ylmethyl)-1-(2-(3-fluoro-4-(trifluoromethyl)phenyl)-2H-pyrazolo[3,4-d]pyrimidin-4-yl)piperidine-3-carboxamide